C(C=C)(=O)N1CC(N(CC1)C1=CC=C(O1)CCC(=O)NCCCNC(OCC1[C@H]2CCC#CCC[C@@H]12)=O)=O ((1R,8S,9s)-bicyclo[6.1.0]non-4-yn-9-yl)methyl (3-(3-(5-(4-acryloyl-2-oxopiperazin-1-yl)furan-2-yl)propanamido)propyl)carbamate